C(C)(C)OB(C1=CC(=CC(=C1)C(F)(F)F)C(F)(F)F)OC(C)C Bis(isopropoxy)(3,5-bis(trifluoromethyl)phenyl)borane